methyl 2-(3-((tert-butyldimethylsilyl) oxy)-1-(2-nitrophenyl) propyl)-4-(4-phenoxyphenyl)-1H-imidazole-5-carboxylate [Si](C)(C)(C(C)(C)C)OCCC(C1=C(C=CC=C1)[N+](=O)[O-])C=1NC(=C(N1)C1=CC=C(C=C1)OC1=CC=CC=C1)C(=O)OC